N-(2-ethylhexyl)-2-(3-methoxy-4-tetrahydropyranyloxyphenyl)-7-methoxy-3,5-di-tetrahydropyranyloxyquinolin-4-one C(C)C(CN1C(=C(C(C2=C(C=C(C=C12)OC)OC1OCCCC1)=O)OC1OCCCC1)C1=CC(=C(C=C1)OC1OCCCC1)OC)CCCC